FC(C1=C2C(C(C3(C2=CC=C1OC1=CC(=CC(=C1)F)F)CC3)(F)F)(O)O)F 4'-(difluoromethyl)-5'-(3,5-difluorophenoxy)-2',2'-difluorospiro[cyclopropane-1,1'-indene]-3',3'(2'h)-diol